tert-butyl (((1r,4r)-4-((2-(4-(4-((2-((S)-2-cyano-4,4-difluoropyrrolidin-1-yl)-2-oxoethyl)carbamoyl)pyridin-3-yl)phenoxy)ethyl)carbamoyl)cyclohexyl)methyl)carbamate C(#N)[C@H]1N(CC(C1)(F)F)C(CNC(=O)C1=C(C=NC=C1)C1=CC=C(OCCNC(=O)C2CCC(CC2)CNC(OC(C)(C)C)=O)C=C1)=O